NC1=NC=CC=C1C1=NC2=C(N1C1=CC=C(C=C1)CNC(OC(C)(C)C)=O)C=C(C=C2)Br tert-butyl N-[[4-[2-(2-amino-3-pyridyl)-6-bromo-benzimidazol-1-yl]phenyl]methyl]carbamate